ClC1=C(C=C(C=C1)C=1C=C2C(=NC1)NC=C2CC)P(C)(C)=O (2-Chloro-5-(3-ethyl-1H-pyrrolo[2,3-b]pyridin-5-yl)phenyl)dimethylphosphine oxide